2-(2-Chlorophenyl)-N-(6-[1-(difluoromethyl)-1H-pyrazol-4-yl]-5-{[(dimethylamino)methylene]sulfamoyl}pyridin-3-yl)acetamide lithium iron (iii) phosphate P(=O)([O-])([O-])[O-].[Fe+3].[Li].ClC1=C(C=CC=C1)CC(=O)NC=1C=NC(=C(C1)S(N=CN(C)C)(=O)=O)C=1C=NN(C1)C(F)F